4-((2-methoxy-ethyl)amino)-2-((4-(4-morpholino-piperidine-1-carbonyl)-2,3-dihydro-benzofuran-7-yl)amino)-7H-pyrrolo[2,3-d]pyrimidine-5-carbonitrile COCCNC=1C2=C(N=C(N1)NC1=CC=C(C=3CCOC31)C(=O)N3CCC(CC3)N3CCOCC3)NC=C2C#N